(S)-1-(3-((6-((5-(2-phenyl-2H-tetrazol-5-yl)thiazol-2-yl)amino)-4-(pyrrolidin-1-yl)pyridin-2-yl)amino)piperidin-1-yl)prop-2-en-1-one C1(=CC=CC=C1)N1N=C(N=N1)C1=CN=C(S1)NC1=CC(=CC(=N1)N[C@@H]1CN(CCC1)C(C=C)=O)N1CCCC1